2-(3,6-diazabicyclo[3.1.1]heptan-3-yl)-4-(1-methoxyethyl)-7-(thiazol-2-yl)benzo[d]oxazole C12CN(CC(N1)C2)C=2OC1=C(N2)C(=CC=C1C=1SC=CN1)C(C)OC